COC1=C(OCCN(CCC(C(=O)O)NC(CC(C)C)=O)CCCCC2=NC=3NCCCC3C=C2)C=CC=C1 4-[2-(2-methoxyphenoxy)ethyl-[4-(5,6,7,8-tetrahydro-1,8-naphthyridin-2-yl)butyl]amino]-2-(3-methylbutanoylamino)butanoic acid